(6-((dimethylamino)methyl)-5-(3-oxocyclopent-1-en-1-yl)pyridin-2-yl)carbamate CN(C)CC1=C(C=CC(=N1)NC([O-])=O)C1=CC(CC1)=O